4-chloro-α,α-difluoro-2-(trifluoromethyl)-benzenepropanoic acid ClC1=CC(=C(C=C1)CC(C(=O)O)(F)F)C(F)(F)F